4-chloro-7,7-difluoro-2-(methylsulfonyl)-6,7-dihydro-5H-cyclopenta[d]pyrimidine ClC=1C2=C(N=C(N1)S(=O)(=O)C)C(CC2)(F)F